3-(2-Fluoro-5-hydroxyphenyl)-7-[1-(prop-2-enoyl)pyrrolidin-3-yl]-1,6-naphthyridin FC1=C(C=C(C=C1)O)C=1C=NC2=CC(=NC=C2C1)C1CN(CC1)C(C=C)=O